FC=1C=CC(=NC1)C1CCN(CC1)C(=O)NC=1N=NC(=CC1)O 4-(5-fluoropyridin-2-yl)-N-(6-hydroxypyridazin-3-yl)-piperidine-1-carboxamide